NC1=C(C(=CC=C1)N)C 1,3-diamino-2-methylbenzene